benzyl (1S,2S,3S,5S)-2-hydroxybicyclo[3.1.0]hex-3-ylcarbamate O[C@H]1[C@H]2C[C@H]2C[C@@H]1NC(OCC1=CC=CC=C1)=O